5-chloro-6'-fluoro-3-[4-fluoro-4-(4-methyl-4H-1,2,4-triazol-3-yl)piperidin-1-yl]-[2,3'-bipyridine]-4-carbonitrile ClC=1C(=C(C(=NC1)C=1C=NC(=CC1)F)N1CCC(CC1)(C1=NN=CN1C)F)C#N